COCCOC=1C=CC(=NC1)N 5-(2-methoxyethoxy)pyridin-2-amine